(R)-2-(2-chloro-6-methyl-4-(3-methylmorpholinyl)thieno[3,2-d]pyrimidin-7-yl)propan-2-Thiol ClC=1N=C(C2=C(N1)C(=C(S2)C)C(C)(C)S)N2[C@@H](COCC2)C